(9,9-dihexyl-9H-fluorene-2,7-diyl)bis(4,4,5,5-tetramethyl-1,3,2-dioxaborolane) C(CCCCC)C1(C2=CC(=CC=C2C=2C=CC(=CC12)B1OC(C(O1)(C)C)(C)C)B1OC(C(O1)(C)C)(C)C)CCCCCC